C(C1=CC=CC=C1)SC1=NC(=CC=C1)C (benzylthio)-6-methylpyridine